ethyl 4-((4-chlorophenyl) sulfinyl)-2,3,5,6-tetrafluorobenzoate ClC1=CC=C(C=C1)S(=O)C1=C(C(=C(C(=O)OCC)C(=C1F)F)F)F